NCC(CC[Si](OC)(OC)OC)(C)C 4-amino-3,3-dimethylbutyl-trimethoxy-silane